2-(4-isobutylphenyl)-N-(4-(4-methoxyphenyl)thiazol-2-yl)propionamide C(C(C)C)C1=CC=C(C=C1)C(C(=O)NC=1SC=C(N1)C1=CC=C(C=C1)OC)C